[O-]C=1C(=CC=CC1)C=1C([O-])=CC=CC1.[Al+3].[O-]C=1C(=CC=CC1)C=1C([O-])=CC=CC1.[O-]C=1C(=CC=CC1)C=1C([O-])=CC=CC1.[Al+3] aluminum biphenoxide